ClC1=NC(=C(N=C1Cl)C1=CC=CC=C1)C1=CC=CC=C1 2,3-dichloro-5,6-diphenylpyrazine